FC1=CC=C(C=C1)C(C(=O)N)(C1=CC=CC=C1)C1=CC=C(C=C1)F 4-fluoro-α-(4-fluorophenyl)-α-phenyl-phenylacetamide